CC(C)P(CCCCCC)CCCCCC 2-propylbis-(1-hexyl)phosphine